Cyclohepten C1=CCCCCC1